2-((1-(5-(4,4-dimethylpiperidin-1-yl)-2-methyl-7-carbonyl-7H-thieno[3,2-b]pyran-3-yl)ethyl)amino)benzoic acid CC1(CCN(CC1)C1=CC(C2=C(O1)C(=C(S2)C)C(C)NC2=C(C(=O)O)C=CC=C2)=C=O)C